Format Neon [Ne].C(=O)O